(S)-4-(7-bromo-2-chloro-6,8-difluoroquinazolin-4-yl)-6-methyl-1,4-oxaazepan-6-ol BrC1=C(C=C2C(=NC(=NC2=C1F)Cl)N1CCOC[C@](C1)(O)C)F